4-{bicyclo[2.2.1]heptan-1-ylmethyl}-3-[(2-chloro-6-fluorophenyl)methyl]-4,5-dihydro-1,2,4-oxadiazol-5-one C12(CCC(CC1)C2)CN2C(=NOC2=O)CC2=C(C=CC=C2F)Cl